BrCC1=C(C=C(C=C1)C=1OC(=NN1)C(F)F)F 2-[4-(bromomethyl)-3-fluoro-phenyl]-5-(difluoromethyl)-1,3,4-oxadiazole